8'-chloro-4,4-difluoro-5'-hydroxy-1'H-spiro[cyclohexane-1,4'-quinazolin]-2'(3'H)-one ClC=1C=CC(=C2C3(NC(NC12)=O)CCC(CC3)(F)F)O